N1CC(C1)N1CCN2C1=C(C1=C2N=CN=C1N)C1=CC(=C(C=C1)OC1=NC(=CC=C1)C)F 6-(azetidin-3-yl)-5-(3-fluoro-4-((6-methylpyridin-2-yl)oxy)phenyl)-7,8-dihydro-6H-imidazo[1',2':1,5]pyrrolo[2,3-d]pyrimidin-4-amine